4,4'-thiobis[(2-hydroxy-3-t-butyl-5-methylphenyl)-2H-benzotriazol-5-yl-thiobenzene] S(C1=CC(=C(C=C1)SC1=CC=2C(=NNN2)C=C1)C1=C(C(=CC(=C1)C)C(C)(C)C)O)C1=CC(=C(C=C1)SC1=CC=2C(=NNN2)C=C1)C1=C(C(=CC(=C1)C)C(C)(C)C)O